CC(C)[Si](OCN1OC=CC(C1)C(=O)OCC1=CC=CC=C1)(C(C)C)C(C)C benzyl 2-({[tris(prop-2-yl) silyl] oxy} methyl)-3,4-dihydro-2H-oxazine-4-carboxylate